3-piperidinamin N1CC(CCC1)N